[3-[(2-phenylimidazo[1,2-a]pyrazin-3-yl)amino]phenyl]-piperidin-1-ylmethanone C1(=CC=CC=C1)C=1N=C2N(C=CN=C2)C1NC=1C=C(C=CC1)C(=O)N1CCCCC1